C1(=CC=C(C=C1)P([O-])[O-])C1=CC=C(C=C1)P([O-])[O-] 1,1-biphenyl-4,4'-diylbisphosphonite